N-[(6-cyano-2-pyridyl)methyl]-4-(1,7-diaza-7-spiro[4.4]nonyl)-5-(3,5-difluorophenyl)nicotinamide C(#N)C1=CC=CC(=N1)CNC(C1=CN=CC(=C1N1CC2(CCCN2)CC1)C1=CC(=CC(=C1)F)F)=O